ClC1=C(C=CC=C1F)C1=CC2=C(O[C@H](CN2S(=O)(=O)C2=CC(=CC=C2)C(F)(F)F)CNC(C(C)(C)F)=O)C=C1 (S)-N-((6-(2-chloro-3-fluorophenyl)-4-((3-(trifluoromethyl)-phenyl)sulfonyl)-3,4-dihydro-2H-benzo[b][1,4]oxazin-2-yl)methyl)-2-fluoro-2-methylpropanamide